N-(4-(2-amino-3-(3-(4-(2-methoxyethyl)piperazin-1-yl)-3-methylbut-1-ynyl)pyridine-4-yloxy)-3-fluorophenyl)-2-(4-fluorophenyl)-3-oxo-2,3-dihydropyridazine-4-carboxamide NC1=NC=CC(=C1C#CC(C)(C)N1CCN(CC1)CCOC)OC1=C(C=C(C=C1)NC(=O)C=1C(N(N=CC1)C1=CC=C(C=C1)F)=O)F